FC(C(=O)O)(F)F.N[C@H]1C(C(=C(C([C@@H]1C1=C(C2=NC(=CC(=C2S1)NC([2H])([2H])C1=CC=CC=C1)Cl)C)([2H])[2H])[2H])[2H])([2H])[2H] 2-((1S,6S)-6-aminocyclohex-3-en-1-yl-2,2,3,4,5,5-d6)-5-chloro-3-methyl-N-(phenylmethyl-d2)thieno[3,2-b]pyridin-7-amine trifluoroacetate